N1[C@@H](CCC1)COC1=NC=2CC3(CCC2C(=N1)N1CCN(CC1)C(=O)OC(C)(C)C)CCC1=CC=CC=C13 tert-butyl 4-(2'-(((S)-pyrrolidin-2-yl)methoxy)-2,3,5',8'-tetrahydro-6'H-spiro[indene-1,7'-quinazolin]-4'-yl)piperazine-1-carboxylate